6-fluoro-4-{4-[(3-fluorophenyl)methyl]piperazin-1-yl}-1-methyl-3-nitro-1,2-dihydroquinolin-2-one FC=1C=C2C(=C(C(N(C2=CC1)C)=O)[N+](=O)[O-])N1CCN(CC1)CC1=CC(=CC=C1)F